FC1CN(CCC1)C1=CC(=CC=2N1N=C(N2)NC2CCN(CC2)S(=O)(=O)C)C=2C=NNC2 (3-Fluoropiperidin-1-yl)-N-(1-(methylsulfonyl)piperidin-4-yl)-7-(1H-pyrazol-4-yl)-[1,2,4]triazolo[1,5-a]pyridin-2-amine